NC1=C(C=C(C=N1)NC(C(=O)N1[C@H](CC[C@@H](C1)C)C1=CC(=CC=C1)OC=1C=NC=CC1)=O)CC N-(6-amino-5-ethylpyridin-3-yl)-2-((2R,5S)-5-methyl-2-(3-(Pyridin-3-Yloxy)phenyl)piperidin-1-yl)-2-oxoacetamide